2-(allyloxy)-4-amino-3-isopropoxybenzoic acid tert-butyl ester C(C)(C)(C)OC(C1=C(C(=C(C=C1)N)OC(C)C)OCC=C)=O